(ethoxymethyl)triphenylphosphonium bromide [Br-].C(C)OC[P+](C1=CC=CC=C1)(C1=CC=CC=C1)C1=CC=CC=C1